ClC1=NC=C(C(=N1)N1CC(OC[C@H]1C)(C)C)F (5R)-4-(2-chloro-5-fluoropyrimidin-4-yl)-2,2,5-trimethyl-morpholine